5-(1,1-difluoro-2-(4-hydroxypiperidin-1-yl)-2-oxoethyl)-N-(4-fluoro-3-methylphenyl)-1-methyl-1H-pyrrole-3-carboxamide FC(C(=O)N1CCC(CC1)O)(F)C1=CC(=CN1C)C(=O)NC1=CC(=C(C=C1)F)C